COC1=CC=C2C(=N1)SC(=N2)N 5-methoxy[1,3]thiazolo[5,4-b]pyridin-2-amine